N-[4-fluoro-5-[2-(4-methylpiperazine-1-carbonyl)-1,3-thiazol-4-yl]-2-[rac-(3R,5S)-3,4,5-trimethylpiperazin-1-yl]phenyl]-6-oxo-4-(trifluoromethyl)-1H-pyridine-3-carboxamide FC1=CC(=C(C=C1C=1N=C(SC1)C(=O)N1CCN(CC1)C)NC(=O)C1=CNC(C=C1C(F)(F)F)=O)N1C[C@H](N([C@H](C1)C)C)C |r|